COCP(OCC)(OCC)=O Diethyl (methoxymethyl)phosphonate